OCCOCCOCCN 2-[2-(2-hydroxyethoxy)ethoxy]Ethylamine